C(N)(OC(COC)C)=O (1-methoxypropan-2-yl) carbamate